(R)-azetidine-2-methanol N1[C@H](CC1)CO